(2R,3'R)-3-(2-Cyclopentyl-2-phenyl-2-hydroxyacetoxy)-1-(ethoxycarbonylmethyl)-1-methylpyrrolidinium bromid [Br-].C1(CCCC1)[C@@](C(=O)OC1C[N+](CC1)(C)CC(=O)OCC)(O)C1=CC=CC=C1